[Cl-].CC1=C(C([NH+](C)C)(C)C)C=CC=C1 trimethyldimethyl-benzyl-ammonium chloride